C(C1=CC=CC=C1)N1CCC2(CC(C2)N(C(=O)C2=COC=C2)C2=CC=CC=C2)CC1 N-(7-benzyl-7-azaspiro[3.5]nonan-2-yl)-N-phenylfuran-3-carboxamide